1-(3-((2,3-dichloropyridin-4-yl)thio)-1H-pyrazolo[4,3-b]pyridin-6-yl)-4-methylpiperidin-4-amine ClC1=NC=CC(=C1Cl)SC1=NNC=2C1=NC=C(C2)N2CCC(CC2)(N)C